C1NCC2=CC(=CC=C12)C1=CC=C(C=C1)S(=O)(=O)N1CCC(CC1)NC1=NC=C(C=C1)C(F)(F)F N-(1-((4-(isoindolin-5-yl)phenyl)sulfonyl)piperidin-4-yl)-5-(trifluoromethyl)pyridin-2-amine